(S)-3-(5-(2-(2-methylazetidin-1-yl)-6,7-dihydro-5H-cyclopenta[d]pyrimidin-4-yl)pyrazin-2-yl)oxetan-3-amine C[C@@H]1N(CC1)C=1N=C(C2=C(N1)CCC2)C=2N=CC(=NC2)C2(COC2)N